N-(3-chloro-5-(methylsulfonamido)phenyl)-5-methyl-1-(5-(pyrrolidin-1-yl)pyridin-2-yl)-1H-pyrrole-3-carboxamide ClC=1C=C(C=C(C1)NS(=O)(=O)C)NC(=O)C1=CN(C(=C1)C)C1=NC=C(C=C1)N1CCCC1